C(C1=CC=CC=C1)NCC[C@@H](C(=O)O)O (S)-4-(benzylamino)-2-hydroxybutyric acid